(S)-(7-CHLORO-4-(HYDROXYMETHYL)CHROMAN-4-YL)METHYL 4-BROMOBENZOATE BrC1=CC=C(C(=O)OC[C@]2(CCOC3=CC(=CC=C23)Cl)CO)C=C1